sodium {(S)-1-[(S)-1-(2,3-dihydrobenzo[1,4]dioxin-2-yl)methyl]-3-methylpiperidin-3-yl-methoxy}acetate O1[C@H](COC2=C1C=CC=C2)CN2C[C@@](CCC2)(C)COCC(=O)[O-].[Na+]